(2S,6R)-4-(3-Bromoimidazo[1,2-b]pyridazin-6-yl)-2,6-dimethylmorpholine BrC1=CN=C2N1N=C(C=C2)N2C[C@@H](O[C@@H](C2)C)C